1-(3-(8-((3-methyl-4-((3-methyl-3H-imidazo[4,5-b]pyridin-6-yl)oxy)phenyl)amino)pyrimido[5,4-d]pyrimidin-2-yl)-3,8-diazabicyclo[3.2.1]octan-8-yl)prop-2-en-1-one CC=1C=C(C=CC1OC=1C=C2C(=NC1)N(C=N2)C)NC2=NC=NC1=C2N=C(N=C1)N1CC2CCC(C1)N2C(C=C)=O